C1(CC1)NC(C1=C(C=C(C=C1OC)C1=CN=C2N1C=CC(=C2)OCC(CN2CCS(CC2)(=O)=O)O)OC(F)F)=O N-cyclopropyl-2-(difluoromethoxy)-4-[7-[3-(1,1-dioxo-1,4-thiazinan-4-yl)-2-hydroxy-propoxy]imidazo[1,2-a]pyridin-3-yl]-6-methoxy-benzamide